[N+](=O)([O-])/C=C/C=1C=CC2=C(CCO2)C1 (E)-5-(2-nitrovinyl)-2,3-dihydrobenzofuran